IC1CN(C1)C(=O)OC(C)(C)C tertbutyl 3-iodoazetidine-1-carboxylate